O1CCCOC2=C1C=CC(=C2)/C=C/C(=O)C2=C(C=C(C=C2)C)O (2E)-3-(3,4-Dihydro-2H-1,5-benzodioxepin-7-YL)-1-(2-hydroxy-4-methylphenyl)prop-2-EN-1-one